2-chloro-N-((6-chloropyridin-2-yl)carbamoyl)acetamide ClCC(=O)NC(NC1=NC(=CC=C1)Cl)=O